[Si](C)(C)(C(C)(C)C)OC(C)C12CN(CC2O1)S(=O)(=O)C1=C(C=C(C#N)C=C1)Cl 4-((1-(1-((tert-butyldimethylsilyl)oxy)ethyl)-6-oxa-3-azabicyclo[3.1.0]Hexane-3-yl)sulfonyl)-3-chlorobenzonitrile